2-((4-azido-6-chloro-5-methylpyridazin-3-yl)amino)-8-azabicyclo[3.2.1]octane-8-carboxylate N(=[N+]=[N-])C1=C(N=NC(=C1C)Cl)NC1C2CCC(CC1)N2C(=O)[O-]